(cyclopropanecarbonyl)-4-((1-methyl-5-oxopyrrolidin-2-yl)methoxy)pyrrolidin C1(CC1)C(=O)N1CCC(C1)OCC1N(C(CC1)=O)C